3-(4-{[1-(5-{2-[(dimethylamino)methyl]phenyl}thiophen-2-yl)ethyl]amino}-2-methylquinazolin-6-yl)-1,1-dimethylurea CN(C)CC1=C(C=CC=C1)C1=CC=C(S1)C(C)NC1=NC(=NC2=CC=C(C=C12)NC(N(C)C)=O)C